1,3-dimethyl-7-morpholino-2-oxo-1,2-dihydroquinolin-5-yl trifluoromethanesulfonate FC(S(=O)(=O)OC1=C2C=C(C(N(C2=CC(=C1)N1CCOCC1)C)=O)C)(F)F